NC1=NC(=NC=C1OC1=C(C=C(C(=C1)I)OC)C(C)C)NC(CO)CO 2-[[4-amino-5-(5-iodo-4-methoxy-2-propan-2-yl-phenoxy)pyrimidin-2-yl]amino]propane-1,3-diol